1-((6-(2-Chloro-3-(3-chloro-2-(4-((3-hydroxy-3-methylazetidin-1-yl)methyl)-3-methoxyphenyl)pyridin-4-yl)phenyl)-2-methoxypyridin-3-yl)methyl)-3-methylazetidin-3-ol ClC1=C(C=CC=C1C1=C(C(=NC=C1)C1=CC(=C(C=C1)CN1CC(C1)(C)O)OC)Cl)C1=CC=C(C(=N1)OC)CN1CC(C1)(O)C